1-(5-(1-((2S,6R)-2,6-dimethylmorpholinyl)-3-methylimidazo[1,5-a]quinoxalin-8-yl)pyridin-2-yl)-N,N-dimethylpiperidin-4-amine C[C@H]1CN(C[C@H](O1)C)C1=NC(=C2N1C1=CC(=CC=C1N=C2)C=2C=CC(=NC2)N2CCC(CC2)N(C)C)C